ClCCCOC1=CC=C(C=C1)C=1N(C2=CC(=CC=C2C(C1OC)=O)OC)C 2-(4-(3-Chloropropoxy)phenyl)-3,7-dimethoxy-1-methylquinolin-4(1H)-one